(((4-(4,6-divinyl-1,3,5-triazin-2-yl) piperazin-1-yl) sulfonyl) oxy) acetate C(C)(=O)OOS(=O)(=O)N1CCN(CC1)C1=NC(=NC(=N1)C=C)C=C